3-[5-(2-fluorophenyl)-1,2,4-oxadiazol-3-yl]benzoic acid ethyl ester C(C)OC(C1=CC(=CC=C1)C1=NOC(=N1)C1=C(C=CC=C1)F)=O